C1(CC1)C=1C2=C(C(N(C1)C1=NC=CC(=C1)C(C1=NN=CN1C)OC)=O)NC(=C2)CN2C[C@H](CCC2)C 4-cyclopropyl-6-[4-[methoxy-(4-methyl-1,2,4-triazol-3-yl)methyl]pyridin-2-yl]-2-[[(3S)-3-methylpiperidin-1-yl]methyl]-1H-pyrrolo[2,3-c]pyridin-7-one